[18F]fluoromethyltosylate [18F]COS(=O)(=O)C1=CC=C(C)C=C1